2-Bromo-N-(4-(trifluoromethoxy)phenyl)acetamide BrCC(=O)NC1=CC=C(C=C1)OC(F)(F)F